1,9-dimethoxy-1,3,5,7,9-pentamethyl-1,3,5,7,9-pentaphenylpentasiloxane CO[Si](O[Si](O[Si](O[Si](O[Si](C1=CC=CC=C1)(C)OC)(C1=CC=CC=C1)C)(C1=CC=CC=C1)C)(C1=CC=CC=C1)C)(C1=CC=CC=C1)C